CC1=CC=CC(=N1)C1=NNC=C1C=1N=C2C=C(C=NC2=CC1)C=1C=CC(=NC1)N 5-[6-[3-(6-methyl-2-pyridyl)-1H-pyrazol-4-yl]-1,5-naphthyridin-3-yl]pyridin-2-amine